CC1C2=CN(N=C2C2=C(C1)OC(=C2C(F)(F)F)C(=O)NC[C@H]2OCCC2)CC=2C=NC(=CC2)C 4-Methyl-2-[(6-methylpyridin-3-yl)methyl]-N-{[(2S)-oxolan-2-yl]methyl}-8-(trifluoromethyl)-4,5-dihydro-2H-furo[2,3-g]indazol-7-carboxamid